3-((2R,5S)-2,5-dimethylpiperazin-1-yl)-3-(4-fluorophenyl)propionic acid methyl ester hydrochloride Cl.COC(CC(C1=CC=C(C=C1)F)N1[C@@H](CN[C@H](C1)C)C)=O